3-{[([2,3'-Bipyridyl]-5'-yl)amino]methyl}-N-[(1S,2S)-2-hydroxycyclohexyl]-4-methylbenzamide N1=C(C=CC=C1)C=1C=NC=C(C1)NCC=1C=C(C(=O)N[C@@H]2[C@H](CCCC2)O)C=CC1C